5-(1-(phenylsulfonyl)-1H-indol-5-yl)-2-hydrazinopyridine C1(=CC=CC=C1)S(=O)(=O)N1C=CC2=CC(=CC=C12)C=1C=CC(=NC1)NN